CCCCCCCCCCCCCCCCCC(=O)O[C@H](COC(=O)CCCCCCCCCCCCC/C=C\CCCCCCCC)COP(=O)([O-])OCC[N+](C)(C)C 1-(15Z-tetracosenoyl)-2-octadecanoyl-sn-glycero-3-phosphocholine